FC1=C(C=C(C=O)C=C1C(F)(F)F)OC 4-Fluoro-3-methoxy-5-(trifluoromethyl)benzaldehyde